3,4,9,10-tetracyanoperylene C(#N)C=1C=CC=2C=3C=CC(=C4C(=CC=C(C5=CC=C(C1C52)C#N)C43)C#N)C#N